(R)-1-(5-(benzyloxy)-1H-pyrrolo[3,2-b]pyridin-1-yl)-N,N-dimethylpropan-2-amine C(C1=CC=CC=C1)OC1=CC=C2C(=N1)C=CN2C[C@@H](C)N(C)C